(2,6-dimethylphenyl)(2-methoxyphenyl)sulfane CC1=C(C(=CC=C1)C)SC1=C(C=CC=C1)OC